N(C1=CC=CC=C1)CCCC[Si](OCC)OCC 4-anilinobutyl-(diethoxy)silicon